[Br-].FC1=C(C(=CC=C1)F)[Zn+] (2,6-Difluorophenyl)zinc bromide